1-(decyloxy)dodec-1-ene C(CCCCCCCCC)OC=CCCCCCCCCCC